NC1=NC=NC(=C1OC[C@H]1N(C[C@@H](C1)OC)C(=O)OC(C)(C)C)Cl (2S,4R)-tert-Butyl 2-(((4-amino-6-chloropyrimidin-5-yl)oxy)methyl)-4-methoxypyrrolidine-1-carboxylate